sodium cacodylate-HCl Cl.[As]([O-])(=O)(C)C.[Na+]